3-fluoro-5-(6-fluoro-7-hydroxy-1-(trifluoromethylsulfanyl)-6,7-dihydro-5H-3-azaindene-4-oxy)benzonitrile FC=1C=C(C#N)C=C(C1)OC1=C2N=CC(=C2C(C(C1)F)O)SC(F)(F)F